6-chloro-2-(3-chlorophenyl)-3-nitro-2H-benzopyran ClC=1C=CC2=C(C=C(C(O2)C2=CC(=CC=C2)Cl)[N+](=O)[O-])C1